Cl.N=1C=CN2C1C(=NC=C2)N2C[C@H](CC2)N (S)-1-(imidazo[1,2-a]pyrazin-8-yl)pyrrolidin-3-amine hydrochloride salt